FC1=CC2=C(C=CS2)C(=C1)N1CCN(CC1)CCC1=CC=C2CCC(N(C2=C1)CN(C([O-])=O)CCC(F)(F)F)=O (7-(2-(4-(6-fluorobenzothiophen-4-yl)piperazin-1-yl)ethyl)-2-oxo-3,4-dihydroquinoline-1(2H)-yl)methyl(3,3,3-trifluoropropyl)carbamate